ethyl 3-(2,5-dichloro-1,3-thiazol-4-yl)propanoate ClC=1SC(=C(N1)CCC(=O)OCC)Cl